5-[[2-[3-(6-Fluoro-[1,2,4]triazolo[4,3-a]pyridin-7-yl)propyl]-2-azaspiro[3.3]heptan-6-yl]oxy]-2,8-dimethyl-phthalazin-1-one FC=1C(=CC=2N(C1)C=NN2)CCCN2CC1(C2)CC(C1)OC1=C2C=NN(C(C2=C(C=C1)C)=O)C